17-cyclopropylmethyl-4,5alpha-epoxy-6-oxomorphinan-3,14-diol C1(CC1)CN1[C@H]2[C@@]3(CCC([C@H]4[C@@]3(C=3C(=C(C=CC3C2)O)O4)CC1)=O)O